tert-butyl 9-ethynyl-3-azaspiro[5.5]undecane-3-carboxylate C(#C)C1CCC2(CCN(CC2)C(=O)OC(C)(C)C)CC1